(R)-N4-(4-chloro-2-(1-(oxetan-3-yl)-1H-pyrazol-4-yl)thiazol-5-yl)-2-methyl-N1-((S)-11-oxo-2,3,10,11-tetrahydro-1H,5H-benzo[d]pyrazolo[1,2-a][1,2]diazepin-10-yl)succinamide ClC=1N=C(SC1NC(C[C@H](C(=O)N[C@H]1C2=C(CN3N(C1=O)CCC3)C=CC=C2)C)=O)C=2C=NN(C2)C2COC2